Methyl 3-(4-(acetoxymethyl)phenyl)-2-(2-aminopyridin-3-yl)-3H-imidazo[4,5-b]pyridine-5-carboxylate C(C)(=O)OCC1=CC=C(C=C1)N1C(=NC=2C1=NC(=CC2)C(=O)OC)C=2C(=NC=CC2)N